C1(CC1)CN1C(=CC2=CC=CC=C12)C1=NC2=C(N1CC1CN(C1)C(=O)C=1C=NC=NC1)C(=CC(=C2)C(=O)N2C1CCC(C2)[C@H]1N)OC (7R)-2-{2-[1-(cyclopropylmethyl)-1H-indol-2-yl]-7-methoxy-1-{[1-(pyrimidine-5-carbonyl)azetidin-3-yl]methyl}-1H-1,3-benzodiazole-5-carbonyl}-2-azabicyclo[2.2.1]heptan-7-amine